(5-nitrothiophen-2-yl)oxapropylene [N+](=O)([O-])C1=CC=C(S1)C(=O)C